C12(CC(C1)C2)C(=O)N2[C@H]([C@H]([C@H](C2)F)NS(=O)(=O)C)CC=2C(=C(C=CC2)C2=CC(=CC(=C2)F)F)F N-{(2S,3R,4S)-1-(bicyclo[1.1.1]pentane-1-carbonyl)-4-fluoro-2-[(2,3',5'-trifluoro[1,1'-biphenyl]-3-yl)methyl]pyrrolidin-3-yl}-methanesulfonamide